(10S,13S,16R,17S)-17-(2-hydroxyacetyl)-10,13,16-trimethyl-6,7,8,10,12,13,14,15,16,17-decahydro-1H-cyclopenta[a]phenanthren-3(2H)-one OCC(=O)[C@H]1[C@@H](CC2C3CCC4=CC(CC[C@@]4(C3=CC[C@]12C)C)=O)C